ClC=1C=C(C=CC1)C(C(OC(=O)N[C@H](C(=O)N[C@H](C(=O)OC)C[C@H]1C(NCC1)=O)CC1CCCCC1)C1=CC(=CC=C1)F)(C)C methyl (2S)-2-((2S)-2-(((2-(3-chlorophenyl)-1-(3-fluorophenyl)-2-methylpropoxy)carbonyl)amino)-3-cyclohexylpropanamido)-3-((S)-2-oxopyrrolidin-3-yl)propanoate